2'-phosphoadenosine P(=O)(O)(O)O[C@H]1[C@@H](O[C@@H]([C@H]1O)CO)N1C=NC=2C(N)=NC=NC12